ClC=1C(C(=C(C(C1Cl)=O)Cl)Cl)=O 2,3-dichloro-5,6-dichloro-p-benzoquinone